O=C1NC2(CCCCC2)OC2=C1C=C(C=C2)N2C=CC1=CC(=CC=C21)Cl N-(4-oxo-3,4-dihydrospiro[benzo[e][1,3]oxazine-2,1'-cyclohexane]-6-yl)-5-chloro-1H-indole